(n-propylcyclopentadienyl)(tetramethylcyclopentadienyl)zirconium C(CC)C1(C=CC=C1)[Zr]C1(C(=C(C(=C1)C)C)C)C